NC1=C(C(=CC2=CC=CC(=C12)S(=O)(=O)O)C(=O)O)C(=O)O amino-8-sulfo-2,3-naphthalenedicarboxylic acid